FC=1C=C(C#N)C=CC1N1C(=NC(=C1)C1=NC(=NC=C1C(F)(F)F)N[C@@H]1[C@@H](CN(CC1)S(=O)(=O)C)F)C 3-Fluoro-4-(4-(2-(((3R,4S)-3-fluoro-1-(methylsulfonyl)piperidin-4-yl)amino)-5-(trifluoro-methyl)pyrimidin-4-yl)-2-methyl-1H-imidazol-1-yl)benzonitrile